[Sn].[Cu].[Al] aluminum copper-tin